trans-Methyl 4-((3-(1-cyclopropyl-1H-pyrazol-4-yl)phenyl)((trans-4-(6-(dimethylamino)pyridin-3-yl)cyclohexyl)methyl)carbamoyl)-cyclohexanecarboxylate C1(CC1)N1N=CC(=C1)C=1C=C(C=CC1)N(C(=O)[C@@H]1CC[C@H](CC1)C(=O)OC)C[C@@H]1CC[C@H](CC1)C=1C=NC(=CC1)N(C)C